C(CC)C(COC(C1=CC=C(C(=O)OCC(CCCCC)CCC)C=C1)=O)CCCCC terephthalic acid di(2-propylheptyl) ester